N-(4-amino-2-tetrahydropyran-2-yl-pyrazolo[4,3-c]pyridin-7-yl)-N'-benzyl-N'-tetralin-1-yl-oxamide NC1=NC=C(C=2C1=CN(N2)C2OCCCC2)NC(=O)C(=O)N(C2CCCC1=CC=CC=C21)CC2=CC=CC=C2